CC=1C=C(C=CC1C)[N+]=1[N-]OC(C1)=O (3,4-dimethylphenyl)sydnone